NCCCCCNC(OC(C)(C)C)=O tert-butyl N-(5-aminopentyl)carbamate